4-[3-(Trifluoromethyl)pyrazol-1-yl]benzonitrile FC(C1=NN(C=C1)C1=CC=C(C#N)C=C1)(F)F